N-(3-methyl-4-((1-methyl-1H-benzo[d]imidazol-5-yl)oxy)phenyl)-6,6a,7,8,9,10-hexahydropyrazino[1',2':4,5][1,4]oxazino[2,3-f]quinazolin-4-amine hydrochloride Cl.CC=1C=C(C=CC1OC1=CC2=C(N(C=N2)C)C=C1)NC1=NC=NC2=CC=C3C(=C12)OCC1N3CCNC1